N-(4-((7-butoxy-6-(3-butylureido)quinazolin-4-yl)oxy)-3-fluorophenyl)-1-(4-fluorophenyl)-1H-imidazole-4-carboxamide C(CCC)OC1=C(C=C2C(=NC=NC2=C1)OC1=C(C=C(C=C1)NC(=O)C=1N=CN(C1)C1=CC=C(C=C1)F)F)NC(=O)NCCCC